C(C)(C)(C)OC(=O)N1CC(CC1)C1=C(C(=CC=C1)CC(=O)OC)F 3-(2-Fluoro-3-(2-methoxy-2-oxoethyl)phenyl)pyrrolidine-1-carboxylic acid tert-butyl ester